FC1=CC(=C(C=C1)C(N1CCN(CC1)C1=C(C(N(C2=CC=C(N=C12)OC)C)=O)C#N)C1=C(C=C(C=C1)F)OC)OC 4-{4-[Bis(4-fluoro-2-methoxyphenyl)methyl]piperazin-1-yl}-6-methoxy-1-methyl-2-oxo-1,2-dihydro-1,5-naphthyridin-3-carbonitril